NS(=O)(=O)O monoaminosulfonic acid